C1(=CC=CC=C1)NC(CCCCC(=O)NC1=CC=CC=C1)=O N,N'-diphenylhexanediamide